(S)-octahydropyrazino[2,1-c][1,4]oxazine hydrochloride Cl.C1OCCN2[C@H]1CNCC2